N-methyl-1-(4-(trifluoromethyl)phenyl)methylamine CNCC1=CC=C(C=C1)C(F)(F)F